ClCC(C(C)=O)=O 1-chloro-2,3-butanedione